ClC1=CC=C(CN2N(C3=C(CN(CC3)CC3=CC(=CC(=C3)F)F)C2=O)CCNC(=O)C23CC(C2)(C3)CO)C=C1 N-(2-(2-(4-chlorobenzyl)-5-(3,5-difluorobenzyl)-3-oxo-2,3,4,5,6,7-hexahydro-1H-pyrazolo[4,3-c]pyridin-1-yl)ethyl)-3-(hydroxymethyl)bicyclo[1.1.1]pentane-1-carboxamide